5,6-dimethoxybenzofuran COC=1C(=CC2=C(C=CO2)C1)OC